C(C)N1C(C2=CC=C(C=C2C=N1)C1=CC(=CC=C1)OC)=O 2-ethyl-6-(3-methoxyphenyl)phthalazin-1(2H)-one